tetraacetyl-α-D-glucopyranose C(C)(=O)[C@@]1([C@@]([C@]([C@@](O)(O[C@@H]1CO)C(C)=O)(O)C(C)=O)(O)C(C)=O)O